6,7,8,9-tetrahydro-5H-cyclohept[b]pyridin-9-yl-(3aR,5R,6aS)-2'-oxo-1',2',3a,4,6,6a-Hexahydro-1H-spiro[cyclopenta[c]pyrrole-5,3'-pyrrolo[2,3-b]pyridine]-2(3H)-carboxylate N1=C2C(=CC=C1)CCCCC2OC(=O)N2C[C@@H]1[C@H](C2)CC2(C(NC3=NC=CC=C32)=O)C1